4-oxo-1,6-dihydropyrimidine O=C1N=CNCC1